Methyl 8-(4,4-dimethylcyclohexyl)-9-(((trifluoromethyl)sulfonyl)oxy)-6,7-dihydro-5H-benzo[7]annulene-3-carboxylate CC1(CCC(CC1)C=1CCCC2=C(C1OS(=O)(=O)C(F)(F)F)C=CC(=C2)C(=O)OC)C